O1C(CCC1)CS(=O)(=O)NC1=CNC2=CC=C(C=C12)CCOC1=CC=C(C=C1)C(F)(F)F 1-(tetrahydrofuran-2-yl)-N-(5-(2-(4-(trifluoromethyl)phenoxy)ethyl)-1H-indol-3-yl)methanesulfonamide